CC1=NOC(=C1NS(=O)(=O)C=1C=C(C=CC1)CCCCCCC(=O)O)C 7-(3-(N-(3,5-dimethylisoxazol-4-yl)sulfamoyl)phenyl)heptanoic acid